(E)-3-(4-(2-(4-allyl-2-methoxyphenoxy)ethoxy)-3-methoxyphenyl)acrylic acid C(C=C)C1=CC(=C(OCCOC2=C(C=C(C=C2)/C=C/C(=O)O)OC)C=C1)OC